C(#N)CC[Si](OC)(OC)C 2-cyanoethyl-methyldimethoxysilane